tert-butyl 4-[[(3r,6r)-6-(piperazin-1-ylmethyl)tetrahydropyran-3-yl]methyl]piperazine-1-carboxylate N1(CCNCC1)C[C@H]1CC[C@@H](CO1)CN1CCN(CC1)C(=O)OC(C)(C)C